C[C@H]1CN(CCC1)C1CCN(CC1)C=1SC(=CN1)C(=O)N 2-[(3R)-3-methyl-[1,4'-bipiperidine]-1'-yl]-1,3-thiazole-5-carboxamide